(18Z,21Z)-N,N-Dimethylheptacosa-18,21-dien-10-amine CN(C(CCCCCCCCC)CCCCCCC\C=C/C\C=C/CCCCC)C